Cl.Cl.C1=CC=CC=2OC3=C(C21)C=CC=C3 dibenzofuran-dihydrochloride